5-(2-methoxy-1-phenylethoxy)-2-methylbenzofuran-3-carboxylic acid COCC(OC=1C=CC2=C(C(=C(O2)C)C(=O)O)C1)C1=CC=CC=C1